3-((1-(4,4-difluoro-3-(3-fluoro-1H-pyrazol-1-yl)butyryl)-4-hydroxypiperidin-4-yl)methyl)-7-(4-fluoro-1-oxo-2,3-dihydro-1H-inden-5-yl)thieno[3,4-d]pyrimidin-4(3H)-one FC(C(CC(=O)N1CCC(CC1)(O)CN1C=NC=2C(C1=O)=CSC2C=2C(=C1CCC(C1=CC2)=O)F)N2N=C(C=C2)F)F